NC(CC(=O)O)C(NC(C(=O)OC)C(=O)OC1C(CCC(C1)C)C(C)C)=O 3-amino-3-[(1-methoxy-3-{[5-methyl-2-(prop-2-yl)cyclohexyl]oxy}-1,3-dioxoprop-2-yl)carbamoyl]propionic acid